CC=1C(=C(C(=O)O)C=C(C1)C)N 3,5-dimethyl-2-aminobenzoic acid